COCCN1CC2=CC=C(C=C2CC1)N 2-(2-methoxyethyl)-1,2,3,4-tetrahydroisoquinoline-6-Amine